4-((2R,3R,4S,5R)-3-(3,4-difluoro-2-methoxyphenyl)-4-ethoxy-5-methyl-5-(trifluoromethyl)tetrahydrofuran-2-carboxamido)pyridineamide FC=1C(=C(C=CC1F)[C@H]1[C@@H](O[C@]([C@H]1OCC)(C(F)(F)F)C)C(=O)NC1=CC(=NC=C1)C(=O)N)OC